ClC=1C=CC(=NC1)[C@H](CC(=O)NC[C@H](CC1=C(C=C(C(=O)NC)C=C1)C)N(C)C)C1(CC1)C(F)(F)F 4-((S)-3-((R)-3-(5-chloropyridin-2-yl)-3-(1-(trifluoromethyl)cyclopropyl)propanamido)-2-(dimethylamino)propyl)-N,3-dimethylbenzamide